5-chloro-3-((3,5-dimethylphenyl)sulfonyl)-N-(3-((4-methylphenyl)sulfonamido)propyl)-1H-indole-2-carboxamide ClC=1C=C2C(=C(NC2=CC1)C(=O)NCCCNS(=O)(=O)C1=CC=C(C=C1)C)S(=O)(=O)C1=CC(=CC(=C1)C)C